FC=1C=C2C(=NC1C)NC=C2C2=NC(=CC(=N2)NC2C(C1CCC2CC1)C(=O)O)C1=CC=CC=C1 (+/-)-trans-3-((2-(5-fluoro-6-methyl-1H-pyrrolo[2,3-b]pyridin-3-yl)-6-phenylpyrimidin-4-yl)amino)bicyclo[2.2.2]octane-2-carboxylic acid